ClC1=NC=C(C=N1)CN1CCN(CC1)C1=CC=C(C(=N1)CC)C=1C=C(C(N(C1)C)=O)C 5-[6-[4-[(2-chloropyrimidin-5-yl)methyl]piperazin-1-yl]-2-ethyl-3-pyridyl]-1,3-dimethyl-pyridin-2-one